Isobutylen CC(C)=C